7-oxo-4-thia-1-azabicyclo[3.2.0]heptane-2-carboxylic acid sodium salt [Na+].O=C1CC2SCC(N12)C(=O)[O-]